COC=1C=C(C=CC1NCC#CC=1N(C2=CC=CC(=C2C1)NC1CCC(CC1)N(C)C)CC(F)(F)F)S(=O)(=O)NC1=NOC=C1 3-methoxy-N-(1,2-oxazol-3-yl)-4-{[3-(4-{[(1R,4R)-4-(dimethylamino)cyclohexyl]amino}-1-(2,2,2-trifluoroethyl)-1H-indol-2-yl)prop-2-yn-1-yl]amino}benzene-1-sulfonamide